N[C@@]1(CN(C[C@H]1CCCB(O)O)S(NCC(=O)N)(=O)=O)C(=O)O |r| (rac)-trans-3-amino-1-(N-(2-amino-2-oxoethyl)sulfamoyl)-4-(3-boronopropyl)pyrrolidine-3-carboxylic acid